C(C)(C)(C)OC(NC1CC(=NC2=C(C1)C=C(C=C2)C(F)(F)F)SC)=O tert-butyl[2-(methylsulfanyl)-7-(trifluoromethyl)-4,5-dihydro-3H-1-benzazepin-4-yl]carbamate